7-bromo-4-(tert-butoxy)thieno[3,2-d]Pyrimidine BrC1=CSC2=C1N=CN=C2OC(C)(C)C